COS(=O)(=O)[O-].C(C)N1C(=[N+](C=C1)C)C 1-ethyl-2,3-dimethyl-imidazolium methylsulfate